4-(1-(3-acrylamidophenyl)-3-nitro-1H-pyrazol-4-yl)-2-fluoro-N-methylbenzamide C(C=C)(=O)NC=1C=C(C=CC1)N1N=C(C(=C1)C1=CC(=C(C(=O)NC)C=C1)F)[N+](=O)[O-]